OC1=C(C(OC12CCC(CC2)OCCOCCN2CCN(CC2)CCOCCOCCOCC(=O)O)=O)C2=C(C=C(C=C2C)C)C 2-(2-(2-(2-(4-(2-(2-(((5r,8r)-4-hydroxy-3-mesityl-2-oxo-1-oxaspiro[4.5]dec-3-en-8-yl)oxy)ethoxy)ethyl)piperazin-1-yl)ethoxy)ethoxy)ethoxy)acetic acid